tungsten phosphoric acid P(O)(O)(O)=O.[W]